tert-butyl (2-(bis(3-(4-(4-((2-((S)-2-cyano-4,4-difluoropyrrolidin-1-yl)-2-oxoethyl)carbamoyl)pyridin-2-yl)phenoxy)propyl)amino)-2-oxoethyl)carbamate C(#N)[C@H]1N(CC(C1)(F)F)C(CNC(=O)C1=CC(=NC=C1)C1=CC=C(OCCCN(C(CNC(OC(C)(C)C)=O)=O)CCCOC2=CC=C(C=C2)C2=NC=CC(=C2)C(NCC(N2[C@@H](CC(C2)(F)F)C#N)=O)=O)C=C1)=O